(2-ethylimidazo[1,2-a]pyridine-3-yl)(4-methoxyphenyl)methanone C(C)C=1N=C2N(C=CC=C2)C1C(=O)C1=CC=C(C=C1)OC